N1=C(C=CC=C1)SSC1=CC=C(C=N1)C#N 6-(2-pyridyldithio)-3-pyridinecarbonitrile